ClC=1C=C2C(=CC1)NC(C21CCN(CC1)CCOC=1C=CC(=NC1)C(=O)N(C)C)=O 5-(2-{5-chloro-2-oxo-1,2-dihydrospiro[indole-3,4'-piperidin]-1'-yl}ethoxy)-N,N-dimethylpyridine-2-carboxamide